C(CCCC)NC(=S)NCCCCC N,N'-dipentylthiourea